CC1NCCN(C12CN(C2)C(=O)OC(C)(C)C)C(=O)OCC2=CC=CC=C2 5-benzyl 2-(tert-butyl) 9-methyl-2,5,8-triazaspiro[3.5]nonane-2,5-dicarboxylate